N-(5-(2,4-difluorophenoxy)pyrazin-2-yl)propanamide FC1=C(OC=2N=CC(=NC2)NC(CC)=O)C=CC(=C1)F